CN(C(C(=C)C)=O)C1=CC=C(C=C1)B1OC(C(O1)(C)C)(C)C N-methyl-N-(4-(4,4,5,5-tetramethyl-1,3,2-dioxaborolan-2-yl)phenyl)methacrylamide